calcium-magnesium phosphonate P([O-])([O-])=O.[Mg+2].[Ca+2].P([O-])([O-])=O